C1(CC1)C=1C=CC(=C(C1)O)C1=C2C(=C(N=N1)NC1CC(CCC1)O)C=NC=C2 5-cyclopropyl-2-[4-[[3-hydroxycyclohexyl]amino]pyrido[3,4-d]pyridazin-1-yl]phenol